C(#N)CC1=CC=C(C=C1)NC(=O)[C@H]1C[C@@H](CCC1C(C)C)C |&1:12| (1R,2S,SR)-N-(4-(cyanomethyl)-phenyl)menthylcarboxamide